2,6-Dimethyloct-7-en-2-yl-2-hydroxybenzoat CC(C)(CCCC(C=C)C)OC(C1=C(C=CC=C1)O)=O